NC1=C(C(=NC(=C1)Cl)Cl)C(=O)O 4-Amino-2,6-dichloro-pyridine-3-carboxylic acid